CC1(CC1)NC(O[C@@H]1C[C@@H](CC1)C1=CC(=NN1)N)=O cis-3-(3-amino-1H-pyrazol-5-yl)cyclopentyl (1-methylcyclopropyl)carbamate